CC1=C(C(C=C(C1=O)C)=O)C\C=C\C1=CC=CC=C1 3,5-dimethyl-2-(trans-3-phenyl-2-propen-1-yl)p-benzoquinone